C(C)C(COC(C1=CC=C(C=C1)N(C)C)=O)CCCC 4-(dimethylamino)benzoic acid-2-ethyl-hexyl ester